C1(CC1)C(=O)N1[C@H]([C@H](CCC1)NS(N(C)C)(=O)=O)CO[C@@H]1CC[C@@H](CC1)C1=CC=CC=C1 N'-((2R,3S)-1-(cyclopropylcarbonyl)-2-(((cis-4-phenylcyclohexyl)oxy)methyl)-piperidin-3-yl)-N,N-dimethylsulfuric diamide